FC(OC=1C=2N(C=CC1)N=C(C2)[C@H]2N(CCC1=C2N=CN1)C1=NC=C(C=C1)C(F)(F)F)(F)F (S)-4-(4-(trifluoromethoxy)pyrazolo[1,5-a]pyridin-2-yl)-5-(5-(trifluoromethyl)pyridin-2-yl)-4,5,6,7-tetrahydro-1H-imidazo[4,5-c]pyridine